COC1CC(CN(C1)C(=O)OC(C)(C)C)(C(=O)OC)C 1-(tert-butyl) 3-methyl 5-methoxy-3-methylpiperidine-1,3-dicarboxylate